4,4'-biphenyldibenzyl azide C1(=CC=C(C=C1)C1=CC=CC=C1CN=[N+]=[N-])C1=CC=C(C=C1)C1=CC=CC=C1CN=[N+]=[N-]